CN(C)CC=1C=CC=C(C(=O)O)C1 5-((dimethylamino)methyl)benzoic acid